pentachloroanilinediazonium ClC1=C(C(=C(C(=C1N[N+]#N)Cl)Cl)Cl)Cl